tert-butyl 4-[1-(2,6-dioxo-3-piperidyl)-2-oxo-benzo[cd]indol-5-yl]piperidine-1-carboxylate O=C1NC(CCC1N1C(C2=C3C(C=CC=C13)=C(C=C2)C2CCN(CC2)C(=O)OC(C)(C)C)=O)=O